O.P(=O)(O)(O)O.O1N=C(C=C1)C=1NC=2C(=C3C(=NC2)CCOC3)N1 2-(3-isoxazolyl)-3,6,7,9-tetrahydroimidazo[4,5-d]pyrano[4,3-b]pyridine monophosphate monohydrate